6-[5-[1-[[5,7-bis(trifluoromethyl)-1-isoquinolyl]amino]ethyl]-1,2,4-triazol-1-yl]pyridine-3-carbonitrile FC(C1=C2C=CN=C(C2=CC(=C1)C(F)(F)F)NC(C)C1=NC=NN1C1=CC=C(C=N1)C#N)(F)F